O1C2=C(OCC1)C=C(C=C2)C(C)N2C[C@@H](N(C[C@H]2CC)C=2C=1C(N(C(C2)=O)C)=CN(N1)C1OCCCC1)CC 7-((2s,5r)-4-(1-(2,3-dihydrobenzo[b][1,4]dioxin-6-yl)ethyl)-2,5-diethylpiperazin-1-yl)-4-methyl-2-(tetrahydro-2H-pyran-2-yl)-2,4-dihydro-5H-pyrazolo[4,3-b]pyridin-5-one